(4-(trifluoromethyl)phenyl)succinic acid methyl ester COC(C(CC(=O)O)C1=CC=C(C=C1)C(F)(F)F)=O